(3R,4R)-4-((4-(1-(2,2-difluoroethyl)-3-phenyl-1H-pyrazol-4-yl)-7-methoxyquinazolin-6-yl)oxy)-3-fluoropiperidine-1-carboxylic acid tert-butyl ester C(C)(C)(C)OC(=O)N1C[C@H]([C@@H](CC1)OC=1C=C2C(=NC=NC2=CC1OC)C=1C(=NN(C1)CC(F)F)C1=CC=CC=C1)F